1,1-bis(t-Butylperoxy)-3,3,5-trimethylcyclohexane C(C)(C)(C)OOC1(CC(CC(C1)C)(C)C)OOC(C)(C)C